C1(=CC=CC=C1)N1CCOCC1 N-phenylmorpholine